FC1=C(C(=CC=C1)OC)C1=C(C=2C=NC(=C(C2N1)C1=NC2=C(N1)C=CC(=C2)C2CCN(CC2)C)OC)C#N 2-(2-fluoro-6-methoxyphenyl)-6-methoxy-7-(5-(1-methylpiperidin-4-yl)-1H-benzo[d]imidazol-2-yl)-1H-pyrrolo[3,2-c]pyridine-3-carbonitrile